C(CC)C(=CC)I propyl-iodopropylene